(S)-2-((6-chloro-2,3,4,9-tetrahydro-1H-pyrido[3,4-b]indol-1-yl)methyl)propane-1,3-diol hydrochloride Cl.ClC=1C=C2C3=C(NC2=CC1)[C@@H](NCC3)CC(CO)CO